C12CN(CC2C1)C1=NC=CC(=N1)NC1=CC(=NO1)C1=C(C=C(C=C1)OC)F N-(2-(3-azabicyclo[3.1.0]hex-3-yl)pyrimidin-4-yl)-3-(2-fluoro-4-methoxyphenyl)isoxazol-5-amine